C(C)C1=NN(C=C1)C1OCCCC1 ethyl-1-(oxan-2-yl)pyrazole